Methyl (1S,3S)-3-((2-methyl-6-(1-methyl-5-(2-(((4-nitrophenoxy)carbonyl)oxy)ethyl)-1H-1,2,3-triazol-4-yl)pyridin-3-yl)oxy)cyclohexane-1-carboxylate CC1=NC(=CC=C1O[C@@H]1C[C@H](CCC1)C(=O)OC)C=1N=NN(C1CCOC(=O)OC1=CC=C(C=C1)[N+](=O)[O-])C